Methyl 4-[3-[2,6-dichloro-4-(2,3-dimethylimidazo[4,5-c]pyridin-7-yl)benzoyl]-2,4-dihydro-1,3-benzoxazin-8-yl]-5-fluoro-2-(3-oxa-8-azabicyclo[3.2.1]octan-8-yl)benzoate ClC1=C(C(=O)N2COC3=C(C2)C=CC=C3C3=CC(=C(C(=O)OC)C=C3F)N3C2COCC3CC2)C(=CC(=C1)C=1C2=C(C=NC1)N(C(=N2)C)C)Cl